C(=O)(OCC1C2=CC=CC=C2C2=CC=CC=C12)C(COCCOCC(=O)NCCOCCOCC(=O)O)N 2-[2-[2-[[2-[2-(2-Fmoc-aminoethoxy)ethoxy]acetyl]amino]ethoxy]ethoxy]acetic acid